8'-(3-chlorophenoxy)-7',8'-dihydro-6'H-spiro[[1,3]dioxolane-2,5'-quinoline] ClC=1C=C(OC2CCC3(C=4C=CC=NC24)OCCO3)C=CC1